6-chloro-1-(4-fluoro-2-methylphenyl)-3-(2-methyl-6-oxo-1,6-dihydropyridin-3-yl)-4-oxo-1,2,3,4-tetrahydroquinazoline-7-carbonitrile ClC=1C=C2C(N(CN(C2=CC1C#N)C1=C(C=C(C=C1)F)C)C1=C(NC(C=C1)=O)C)=O